ClC1=CC=C(C=C1)[C@@H]1[C@@H](O[C@H](C(N1C1=CC(=NC=C1)Cl)=O)CC1=CC=C(C=C1)F)C1=CC=C(C=C1)Cl (2S,5R,6S)-5,6-bis(4-chlorophenyl)-4-(2-chloropyridin-4-yl)-2-(4-fluorobenzyl)morpholin-3-one